4-((2S,5R)-4-acryloyl-2,5-dimethylpiperazin-1-yl)-6-chloro-1-(2,6-diisopropylphenyl)-7-(2-fluorophenyl)pyrido[2,3-d]pyrimidin C(C=C)(=O)N1C[C@@H](N(C[C@H]1C)C=1C2=C(N(CN1)C1=C(C=CC=C1C(C)C)C(C)C)N=C(C(=C2)Cl)C2=C(C=CC=C2)F)C